2-(4-bromo-1-methyl-1H-pyrazol-5-yl)-4-chloro-6-cyclopropyloxy-3-Fluorobenzonitrile BrC=1C=NN(C1C1=C(C#N)C(=CC(=C1F)Cl)OC1CC1)C